ClC1=C(C=C(N)C=C1)N1N=CC=C1 4-chloro-3-(1H-pyrazol-1-yl)aniline